1,3-propandithion C(CC=S)=S